FC(CNC(=O)C=1N=CSC1)(F)F N-(2,2,2-trifluoroethyl)thiazole-4-carboxamide